The molecule is an isocyanate having a 2-methoxy-4-nitrophenyl group attached to the nitrogen. It has a role as a hapten. It is a member of isocyanates and a member of 3-nitroanisoles. COC1=C(C=CC(=C1)[N+](=O)[O-])N=C=O